lead-copper bromide [Cu](Br)Br.[Pb]